N,4-dimethoxy-N-methylbenzamide CN(C(=O)C1=CC=C(C=C1)OC)OC